NC(CNC1=NC(=C2C(=N1)N(N=C2)C)NC21CC(C2)(C1)C#N)C1=CC=CC=C1 3-[[6-[(2-amino-2-phenylethyl)amino]-1-methylpyrazolo[3,4-d]pyrimidin-4-yl]amino]bicyclo[1.1.1]pentane-1-carbonitrile